C1(=CC=CC=C1)C1=NC=2C(CCCC2C=C1)=O 2-Phenyl-6,7-dihydro-5H-quinolin-8-one